3,6-disulfo-1-naphthoic acid S(=O)(=O)(O)C=1C=C(C2=CC=C(C=C2C1)S(=O)(=O)O)C(=O)O